7-(1H-pyrazol-4-yl)isoxazolo[4,5-c]Pyridin-3-amine N1N=CC(=C1)C=1C2=C(C=NC1)C(=NO2)N